C(C=C)SCC(=O)C1=CC=C(C=C1)OCC1=CC=CC=C1 2-allylsulfanyl-1-(4-benzyloxyphenyl)ethan-1-one